N(=C=O)[C@H](C(=O)O)CCCCN=C=O.NC1=NC2=C(C=3N1N=C(N3)C=3OC=CC3)SC(N2CCN2CCN(CC2)C=2C(=CC(=C(OCC(=O)N)C2)F)F)=O 2-(5-(4-(2-(5-amino-8-(furan-2-yl)-2-oxothiazolo[5,4-e][1,2,4]triazolo[1,5-c]pyrimidin-3(2H)-yl)ethyl)piperazin-1-yl)-2,4-difluorophenoxy)acetamide L-2,6-diisocyanatohexanoate